5-(((2-hydroxyethyl)amino)methyl)thiazole-2-carboxamide OCCNCC1=CN=C(S1)C(=O)N